4-(6-chloro-8-fluoro-2-(((S)-1-methylpyrrolidin-2-yl)-methoxy)-4-(2,6-diazaspiro-[3.5]nonan-6-yl)quinazolin-7-yl)benzo[d]thiazol-2-amine ClC=1C=C2C(=NC(=NC2=C(C1C1=CC=CC2=C1N=C(S2)N)F)OC[C@H]2N(CCC2)C)N2CC1(CNC1)CCC2